N-(3-fluoro-2-methoxyphenyl)-2-oxo-1,2,5,6-tetrahydropyridin-3-thiocarboxamide FC=1C(=C(C=CC1)NC(=S)C=1C(NCCC1)=O)OC